2,3-difluoro-5-nitrobenzotrifluoride FC1=C(C=C(C=C1F)[N+](=O)[O-])C(F)(F)F